6-chloro-1-(6-(1,1-difluoroethyl)pyridin-2-yl)-7-fluoro-1H-pyrazolo[4,3-C]pyridine ClC1=C(C2=C(C=N1)C=NN2C2=NC(=CC=C2)C(C)(F)F)F